CC=1C=CC(=NC1C)NC=1C=C2CC(C(NC2=CC1)=O)(C)C 6-[(5,6-dimethyl-2-pyridyl)amino]-3,3-dimethyl-1,4-dihydroquinolin-2-one